C1([C@H](O)[C@@H](O)[C@@H](O)[C@H](O1)CO)C(C(=O)O)CCCCCCC galactosyl-nonanoic acid